(2s,4s)-2-(6-(3,4-dimethylphenyl)-2-azaspiro[3.3]heptane-2-carbonyl)-7-oxa-5-azaspiro[3.4]octan-6-one CC=1C=C(C=CC1C)C1CC2(CN(C2)C(=O)C2CC3(C2)NC(OC3)=O)C1